FC(CN1C=NC2=C1C=C(C=C2F)C=2C(=CN1N=C(N=C(C12)OC)NCC(C#N)(C)C)F)F 3-((5-(1-(2,2-difluoroethyl)-4-fluoro-1H-benzo[d]imidazol-6-yl)-6-fluoro-4-methoxypyrrolo[2,1-f][1,2,4]triazin-2-yl)amino)-2,2-dimethylpropanenitrile